N-(2-(2,6-dioxopiperidin-3-yl)-1-oxoisoindolin-5-yl)-6-hydroxy-1H-pyrrolo[2,3-b]pyridine-5-carboxamide O=C1NC(CCC1N1C(C2=CC=C(C=C2C1)NC(=O)C=1C=C2C(=NC1O)NC=C2)=O)=O